C1=CC(=CC=C1N)NC2=CC=C(C=C2)[N+](=O)[O-] 4-amino-4'-nitrodiphenylamine